CS(=O)(=O)CC1CN(C1)C=1C=CC(=C2C=C(N=CC12)NC1=NC(=NC=C1)N1CCC2(CCO2)CC1)C(C)C 8-[3-(methanesulfonylmeth-yl)azetidin-1-yl]-N-(2-{1-oxa-7-azaspiro[3.5]nonan-7-yl}pyrimidin-4-yl)-5-(propan-2-yl)isoquinolin-3-amine